C(C)C12CC3(C[C@@H](C[C@H](C1)C3)C2)NC(=O)C2=CC=CC(=N2)C(=O)[O-] 6-(((1s,3s,5R,7S)-3-ethyladamantan-1-yl)carbamoyl)picolinate